4-(1-(5-bromo-1H-indazol-1-yl)-4,4,4-trifluorobutyl)benzoic acid BrC=1C=C2C=NN(C2=CC1)C(CCC(F)(F)F)C1=CC=C(C(=O)O)C=C1